O=C1N(C(CC1)=O)C(C(=O)OC(C)C1=NC=CC(=C1)F)N1C(C=CC1=O)=O 1-(4-Fluoropyridin-2-yl)ethanol 2,5-Dioxopyrrolidin-1-yl-2-(2,5-dioxo-2,5-dihydro-1H-pyrrol-1-yl)acetate